5-methylbenzaldehyde CC=1C=CC=C(C=O)C1